C(C)(C)C1=CC=CC(=N1)C(=O)N 6-isopropylpicolinamide